OCCOC1=CC=C(C=C1)C1(C2=CC(=CC=C2C=2C=C(C=CC12)C1=CC=CC=C1)C1=CC=CC=C1)C1=CC=C(C=C1)OCCO 9,9-bis(4-(2-hydroxyethoxy)phenyl)-3,7-diphenylfluorene